C1OCC12CCN(CC2)C(=O)C2=C(C=C(C=C2)NC(=O)C2CC2)B2OC(C(O2)(C)C)(C)C N-[4-(2-oxa-7-azaspiro[3.5]nonane-7-carbonyl)-3-(4,4,5,5-tetramethyl-1,3,2-dioxaborolan-2-yl)phenyl]cyclopropanecarboxamide